COC1=C(C=CC=C1C1=NN(C=N1)C)NC1=CC(=NC=2C=CNC(C12)=C=O)NC(=O)C1CC1 N-(4-((2-methoxy-3-(1-methyl-1H-1,2,4-triazol-3-yl)phenyl)amino)-5-carbonyl-5,6-dihydro-1,6-naphthyridin-2-yl)cyclopropanecarboxamide